4,4'-sulfinyl-bis(toluene) S(=O)(C1=CC=C(C)C=C1)C1=CC=C(C)C=C1